2-cyclopropyl-N-[5,5-difluoro-1-(8-trifluoromethyl-quinolin-5-yl)-piperidin-3-yl]-2-hydroxy-acetamide C1(CC1)C(C(=O)NC1CN(CC(C1)(F)F)C1=C2C=CC=NC2=C(C=C1)C(F)(F)F)O